4-(1-(6-fluoro-1-methyl-1H-[1,2,3]triazolo[4,5-c][2,6]naphthyridin-5-yl)-2,3,4,5-tetrahydro-1H-benzo[b]azepin-6-yl)-2-methylbut-3-yn-2-ol FC1=CN=CC=2C3=C(N=C(C12)N1C2=C(CCCC1)C(=CC=C2)C#CC(C)(O)C)N=NN3C